N[C@H](C(=O)O)CC1CC=C(CC1)C1=NC(=NC(=C1)O[C@@H](C(F)(F)F)C1=C(C=C(C=C1)Cl)C1=NN(C=C1)C)N (2S)-2-amino-3-(4-(2-amino-6-((R)-1-(4-chloro-2-(1-methyl-1H-pyrazole-3-yl)phenyl)-2,2,2-trifluoroethoxy)pyrimidine-4-yl)cyclohex-3-ene-1-yl)propionic acid